ClC1=C2C(NC=NC2=CC=C1SC1=CN=C(N=N1)N1CCC2(CC1)[C@@H](C1=CC=CC=C1C2)NS(=O)C(C)(C)C)=O N-((S)-1'-(6-((5-chloro-4-oxo-3,4-dihydroquinazolin-6-yl)thio)-1,2,4-triazine-3-yl)-1,3-dihydrospiro[indene-2,4'-piperidine]-1-yl)-2-methylpropane-2-sulfinamide